N=1C=CN2N=CC(=CC21)OC2=C(C=C(C=C2)NC=2C1=C(N=CN2)C=CC(=N1)OC1CCNCC1)C N-(4-(imidazo[1,2-b]pyridazin-7-yloxy)-3-methylphenyl)-6-(piperidin-4-yloxy)pyrido[3,2-d]pyrimidin-4-amine